5-AMINO-FURAN-2-CARBOXYLIC ACID NC1=CC=C(O1)C(=O)O